ClC(C)N1N=CC(=N1)C1=CC=CC=C1 2-(1-Chloroethyl)-4-phenyl-2H-1,2,3-triazole